C(C)(C)(C)OC(=O)N1CC(C1)C=1NC=CN1 3-(1H-imidazol-2-yl)azetidine-1-carboxylic acid tert-butyl ester